4-[(1Z,3Z)-4-(3,4-dihydroxyphenyl)-2,3-diisocyanatobutan-1,3-dienyl]benzene-1,2-diol OC=1C=C(C=CC1O)\C=C(\C(=C\C=1C=C(C(=CC1)O)O)\N=C=O)/N=C=O